1-(benzo[d]thiazol-2-yl)-2-(3-bromo-2-(methoxymethoxy)phenoxy)ethan-1-one S1C(=NC2=C1C=CC=C2)C(COC2=C(C(=CC=C2)Br)OCOC)=O